2-amino-N-(2,2-difluorobenzo[d][1,3]dioxol-4-yl)-6-(1,3-dioxolan-2-yl)nicotinamide NC1=C(C(=O)NC2=CC=CC=3OC(OC32)(F)F)C=CC(=N1)C1OCCO1